(5S)-2-(2-bromo-6-chloro-4-pyridyl)-5-methyl-piperazine BrC1=NC(=CC(=C1)C1NC[C@@H](NC1)C)Cl